CN1C=C(C(C2=CC=C(C=C12)N1CCN(CC1)C)=O)CN([C@@H]1CN(CCC1)C=1C=NC=CC1)CC1=CC(=NC=C1)C 1-methyl-7-(4-methylpiperazin-1-yl)-3-({[(2-methylpyridin-4-yl)methyl][(3S)-1-(pyridin-3-yl)piperidin-3-yl]amino}methyl)-1,4-dihydroquinolin-4-one